C(C)(C)(C)OC(=O)N1CC=2C(N=C3N(C2CC1)CCC3=CC3=CC(=C(C=C3)O)OC)=O 7-(4-hydroxy-3-methoxybenzylidene)-5-oxo-1,4,5,7,8,9-hexahydropyrido[3,4-e]pyrrolo[1,2-a]pyrimidine-3(2H)-carboxylic acid tert-butyl ester